(R)-4-((1-(3-(difluoromethyl)-2-fluorophenyl)ethyl)amino)-2,6,8,8-tetramethyl-6H-[1,4]oxazino[3,2-g]quinazolin-7(8H)-one FC(C=1C(=C(C=CC1)[C@@H](C)NC1=NC(=NC2=CC3=C(C=C12)N(C(C(O3)(C)C)=O)C)C)F)F